4-((methylaminomethylthio)glycyl)piperidine-1-carboxylic acid tert-butyl ester C(C)(C)(C)OC(=O)N1CCC(CC1)C(CNSCNC)=O